NC1=NC=NC=C1CN1CC2=C(CC1)C(=CS2)C(=O)NC2=CC(=CC(=C2)C(F)(F)F)F 6-((4-Aminopyrimidin-5-yl)Methyl)-N-(3-Fluoro-5-(Trifluoromethyl)Phenyl)-4,5,6,7-Tetrahydrothieno[2,3-c]Pyridin-3-Carboxamid